5-fluoro-2-(methylthio)pyrimidine-4,6-diol FC=1C(=NC(=NC1O)SC)O